(M)-3-bromo-4-((4-fluoropyridin-3-yl)methoxy)-6''-(2-hydroxypropan-2-yl)-5',6-dimethyl-2H-[1,4':2',2''-terpyridin]-2-one BrC=1C(N(C(=CC1OCC=1C=NC=CC1F)C)C1=CC(=NC=C1C)C1=NC(=CC=C1)C(C)(C)O)=O